NNC1=CC=C(C2=CC=C(NN)C=C2)C=C1 diamino-benzidine